N1NCC1 [1,2]diazetidine